Phenylendiisocyanat C=1(C(=CC=CC1)N=C=O)N=C=O